4-(4-(trifluoromethyl)benzyl)-4H-thieno[3,2-b]pyrrole-3-carboxylic acid FC(C1=CC=C(CN2C3=C(C=C2)SC=C3C(=O)O)C=C1)(F)F